BrC1=C(C=CC(=C1)[N+](=O)[O-])OC(F)F 2-bromo-1-(difluoromethoxy)-4-nitrobenzene